2,4,6-triisoPropylphenylcarbodiimide C(C)(C)C1=C(C(=CC(=C1)C(C)C)C(C)C)N=C=N